ClC=1C=C(OC2CCC(CC2)C=2C(=NC=C(C2)N2CCC(CC2)C=O)C(=O)N)C=CC1C#N [4-(3-chloro-4-cyano-phenoxy)cyclohexyl]-5-(4-formyl-1-piperidyl)pyridine-2-carboxamide